FC1=CC=C(C=C1)CCCN=C=O 1-fluoro-4-(3-isocyanatopropyl)benzene